5-Methylundecan CC(CCCC)CCCCCC